ClC1=NC=2CCC(C(C2C=C1)=O)(C)OC 2-chloro-6-methoxy-6-methyl-7,8-dihydroquinolin-5-one